C12CN(CC(N1)C2)C=2OC1=C(N2)C=C(C=C1C=1SC=CN1)C(C)(C)O 2-(2-(3,6-diazabicyclo[3.1.1]heptan-3-yl)-7-(thiazol-2-yl)benzo[d]oxazol-5-yl)propan-2-ol